CC=1CC2=C(N(C=3C=CC=CC23)C2=CC=CC=C2)C1C1=CC=CC=C1 2-methyl-3,4-diphenyl-1,4-dihydro-cyclopenta[b]indole